NC1=NC=2C=CC(=CC2C2=C1C=NN2C)C(=O)N(N2C(CCCC2)=O)CC=2N=C1N(C=C(C=C1)F)C2 4-amino-N-((6-fluoroimidazo[1,2-a]pyridin-2-yl)methyl)-1-methyl-N-(2-oxopiperidin-1-yl)-1H-pyrazolo[4,3-c]quinoline-8-carboxamide